1-[2-(2-Methoxy-1-methyl-ethyl)sulfanyl-3,3-dimethyl-cyclohexyl]pent-4-en-1-one COCC(C)SC1C(CCCC1(C)C)C(CCC=C)=O